N-((3-chloro-2,6-diisopropylphenyl)carbamoyl)-4-hydroxy-4,5,6,7-tetrahydrobenzofuran-2-sulfonamide ClC=1C(=C(C(=CC1)C(C)C)NC(=O)NS(=O)(=O)C=1OC2=C(C1)C(CCC2)O)C(C)C